CC(C)(CCCC(=CC)C)O 2,6-dimethyl-6-octen-2-ol